(+-)-4-(3-fluoro-4-(2-((2R)-2-hydroxy-7-azabicyclo[2.2.1]heptan-7-yl)acetyl)-2,5-dimethyl-1H-pyrrol-1-yl)benzonitrile FC1=C(N(C(=C1C(CN1C2[C@@H](CC1CC2)O)=O)C)C2=CC=C(C#N)C=C2)C